N-(2-fluoro-2-methylpropyl)benzamide FC(CNC(C1=CC=CC=C1)=O)(C)C